ClC1=C(C=CC=C1)NCC=1SC(=C(N1)C)C (o-chlorophenyl)(4,5-dimethylthiazol-2-yl)methylamine